N[C@H](C=1N=C2N(N=CC(=C2)[C@@H](NC(CC2CC(C2)(F)F)=O)C2(CC2)C#N)C1)C1CCC(CC1)(F)F |o1:10| N-((R*)-(2-((S)-amino(4,4-difluorocyclohexyl)methyl)imidazo[1,2-b]pyridazin-7-yl)(1-cyanocyclopropyl)methyl)-2-(3,3-difluorocyclobutyl)acetamide